C(C)(C)OC1=NC(=CC2=CN=CC=C12)C#N 1-isopropoxy-2,6-naphthyridine-3-carbonitrile